ClC=1C=CC(=NC1)C=C1CCN(CC1)C(=O)OC(C)(C)C tert-butyl 4-[(5-chloro-2-pyridyl)methylene]piperidine-1-carboxylate